FC(OC1=CC=C(C=C1)C1=CN=C2N1C=CN=C2NC2=CC(=C(C=C2)NC(CN2CCN(CC2)CC)=O)C)F N-(4-((3-(4-(difluoromethoxy)phenyl)imidazo[1,2-a]pyrazin-8-yl)amino)-2-methylphenyl)-2-(4-ethylpiperazin-1-yl)acetamide